1-(5-Ethylisoindolin-2-yl)-2,2,2-trifluoroethan-1-one C(C)C=1C=C2CN(CC2=CC1)C(C(F)(F)F)=O